(R)-1'-(2-(5-Amino-3-(2,4-difluorophenyl)-4-fluoro-1H-pyrazol-1-yl)acetyl)-6-chloro-5-fluorospiro[benzo[d][1,3]oxazine-4,3'-piperidin]-2(1H)-one NC1=C(C(=NN1CC(=O)N1C[C@@]2(CCC1)C1=C(NC(O2)=O)C=CC(=C1F)Cl)C1=C(C=C(C=C1)F)F)F